C(C)(C)OC1=C(C(=CC(=C1P(C1CCCCC1)C1CCCCC1)C1=C(C=C(C=C1C(C)C)C(C)C)C(C)C)C1=C(C=C(C=C1C(C)C)C(C)C)C(C)C)P(C1CCCCC1)C1CCCCC1 1-isopropoxy-3,5-bis(2,4,6-triisopropylphenyl)-2,6-bis(dicyclohexylphosphino)-benzene